ClC=1C=CC(=C(C1)C1=C(N=CN1)C=1N=C2C=C(C=NC2=CC1)N1CCC(CC1)N(C)C)F 1-[6-[5-(5-chloro-2-fluoro-phenyl)-1H-imidazol-4-yl]-1,5-naphthyridin-3-yl]-N,N-dimethyl-piperidin-4-amine